C1=CC=CC=2C3=CC=CC=C3C(C12)COC(=O)N[C@H](C(=O)OC(C)(C)C)CC=1C=NC(=CC1)Cl tert-butyl (S)-2-((((9H-fluoren-9-yl)methoxy)carbonyl)amino)-3-(6-chloropyridin-3-yl)propanoate